C1(=CC=C(C=C1)C[N+]1=CN(C=2N=C(NC(C12)=O)N)[C@@H]1O[C@@H]([C@H]([C@H]1O)O)COP(=O)(CP(=O)(O)O)O)C1=CC=CC=C1 7-([1,1'-biphenyl]-4-ylmethyl)-2-amino-9-((2R,3R,4S,5R)-3,4-dihydroxy-5-(((hydroxy(phosphonomethyl)phosphoryl)oxy)methyl)tetrahydrofuran-2-yl)-6-oxo-6,9-dihydro-1H-purin-7-ium